N-(4-((3-chloro-4-fluorophenyl)amino)-7-(3-(4-(6-((2-(2,6-dioxopiperidin-3-yl)-1,3-dioxoisoindolin-4-yl)amino)hexanoyl)piperazin-1-yl)propoxy)quinazolin-6-yl)acrylamide ClC=1C=C(C=CC1F)NC1=NC=NC2=CC(=C(C=C12)NC(C=C)=O)OCCCN1CCN(CC1)C(CCCCCNC1=C2C(N(C(C2=CC=C1)=O)C1C(NC(CC1)=O)=O)=O)=O